C(C)(C)(C)OC(=O)N1CC=2N(C3=C(C=NC4=C(C(=C(C=C34)Cl)Br)F)N2)CC1 3-bromo-2-chloro-4-fluoro-10,11-dihydropyrazino[1',2':1,2]imidazo[4,5-c]quinoline-9(8H)-carboxylic acid tert-butyl ester